C1OCC12CN(CC2)S(=O)(=O)N 2-oxa-6-azaspiro[3.4]octane-6-sulfonamide